ClCCN1CC(C1)NC(OC(C)(C)C)=O Tert-butyl (1-(2-chloroethyl)azetidin-3-yl)carbamate